CN(C(C(N1CC(C1)N1N=CC(=C1)C=1N=C(C=2N(C1)N=CC2)C=2C=NN(C2)C(CC)CC)=O)=O)C N,N-dimethyl-2-oxo-2-(3-(4-(4-(1-(pentan-3-yl)-1H-pyrazol-4-yl)pyrazolo[1,5-a]pyrazin-6-yl)-1H-pyrazol-1-yl)azetidin-1-yl)acetamide